[Cl-].[Cl-].C(C)(C)(C)P(C1=CC=C(N(C)C)C=C1)C(C)(C)C.C(C)(C)(C)P(C1=CC=C(N(C)C)C=C1)C(C)(C)C bis(4-(di-tert-butylphosphanyl)-N,N-dimethylaniline) dichloride